C(C)C1=CC=CC(=N1)CN(C)C 6-ethyl-N,N-dimethyl-2-pyridinemethanamine